C=CCC(C)C Iso-hexene